4-(3-methoxyphenyl)-3-oxobutanoic acid ethyl ester C(C)OC(CC(CC1=CC(=CC=C1)OC)=O)=O